C(C1=CC=CC=C1)OP(=O)(OCC1=CC=CC=C1)OC=1C=C(C(=O)O)C=CC1OC 3-((di(benzyloxy)phosphoryl)oxy)-4-methoxybenzoic acid